ClC1=CC=C2C(C=C(OC2=C1)C(=O)NCC=1N=C2N(C=C(C=C2)CNCC2CCCCC2)C1)=O 7-chloro-N-[(6-{[(cyclohexylmethyl)amino]methyl}imidazo[1,2-a]pyridin-2-yl)methyl]-4-oxo-4H-chromen-2-carboxamide